tris-(2,4-di-tertbutylphenyl)phosphite C(C)(C)(C)C1=C(C=CC(=C1)C(C)(C)C)OP(OC1=C(C=C(C=C1)C(C)(C)C)C(C)(C)C)OC1=C(C=C(C=C1)C(C)(C)C)C(C)(C)C